CO\N=C\1/NC2=C(C=C(C=C2C(N1CC=1C=NN(C1)C)=O)S(=O)(=O)NC1(CC1)C)N1C[C@H](N(CC1)C(C)=O)C (2E)-2-methoxyimino-N-(1-methylcyclopropyl)-3-[(1-methylpyrazol-4-yl)methyl]-4-oxo-8-[(3R)-4-acetyl-3-methylpiperazin-1-yl]-1H-quinazoline-6-sulphonamide